NC1=NC=2C=NC(=CC2C2=C1C=NN2C)C(=O)N(C)[C@@H]2COCC1=C2C=CC(=C1)OC 4-amino-N-((4S)-7-methoxy-3,4-dihydro-1H-2-benzopyran-4-yl)-N,1-dimethyl-1H-pyrazolo[4,3-c]-[1,7]naphthyridine-8-carboxamide